ClC(C(=C)F)(F)Cl 3,3-dichloro-2,3-difluoropropene